BrC=1N=C(C(=NC1)N)OC=1C=NN(C1)C1CN(C1)CC 5-bromo-3-(1-(1-ethylazetidin-3-yl)-1H-pyrazol-4-yloxy)pyrazin-2-amine